[Si](C)(C)(C(C)(C)C)OCC=1C=CC(=C(C1)O)C 5-((tert-butyl(dimethyl)silyl)oxymethyl)-2-methylphenol